5-amino-6-chloro-4-hydroxy-3,4-dihydro-1H-thiopyrano-[3,4-b]quinoline NC1=C2C(=NC3=CC=CC(=C13)Cl)CSCC2O